p-toluenesulfonic acid monohydrate CC1=CC=C(C=C1)S(=O)(=O)O.O